FC(C(C(C(F)(F)F)(F)F)(F)F)(F)F decafluorobutane